ClC1=C(CN2C[C@H](CC2)N2C(NC3=C2C=C(C=C3)C(=O)OC)=O)C=CC(=C1)Cl methyl (S)-3-(1-(2,4-dichlorobenzyl)pyrrolidin-3-yl)-2-oxo-2,3-dihydro-1H-benzo[d]imidazole-5-carboxylate